F[C@@H]1[C@H]2CC[C@@H](C[C@@H]1OC=1N=NC(=CC1)C1=C(C=C(C=C1)C=1OC=NN1)OCOC)N2C(=O)OC(C)(C)C tert-butyl (1R,2R,3S,5S)-2-fluoro-3-((6-(2-(methoxymethoxy)-4-(1,3,4-oxadiazol-2-yl)phenyl)pyridazin-3-yl)oxy)-8-azabicyclo[3.2.1]octane-8-carboxylate